4-(9H-carbazol-9-yl)-2-((3-chlorophenyl)amino)benzonitrile C1=CC=CC=2C3=CC=CC=C3N(C12)C1=CC(=C(C#N)C=C1)NC1=CC(=CC=C1)Cl